(S)-1-((2'-chloro-5-methoxy-[1,1'-biphenyl]-2-yl)sulfonyl)-4-fluoro-N-((R,Z)-4-(methylsulfonyl)but-3-en-2-yl)azepane-4-carboxamide ClC1=C(C=CC=C1)C1=C(C=CC(=C1)OC)S(=O)(=O)N1CC[C@@](CCC1)(C(=O)N[C@H](C)\C=C/S(=O)(=O)C)F